ethyl (E,Z)-3-(but-3-en-1-yloxy)acrylate C(CC=C)O/C=C/C(=O)OCC